1-acryloyl-3'-((3-fluoro-2-methoxyphenyl)amino)-2'-(6-methoxy-1,5-naphthyridin-4-yl)-5',6'-dihydrospiro[piperidine-4,7'-pyrrolo[3,2-c]pyridin]-4'(1'H)-one C(C=C)(=O)N1CCC2(C3=C(C(NC2)=O)C(=C(N3)C3=CC=NC2=CC=C(N=C32)OC)NC3=C(C(=CC=C3)F)OC)CC1